3-methyl-1-(picolinamido)cyclohexane-1-carboxylate CC1CC(CCC1)(C(=O)[O-])NC(C1=NC=CC=C1)=O